FC=1C(=C2C(=CC(=CC2=CC1F)N)B1OC(C(O1)(C)C)(C)C)C#C[Si](C(C)C)(C(C)C)C(C)C 6,7-Difluoro-4-(4,4,5,5-tetramethyl-1,3,2-dioxaborolan-2-yl)-5-((triisopropylsilyl)ethynyl)naphthalen-2-amine